8-((3-hydroxypropyl)(6-(((nonyloxy)carbonyl)oxy)hexyl)amino)octanoic acid heptadec-9-yl ester CCCCCCCCC(CCCCCCCC)OC(CCCCCCCN(CCCCCCOC(=O)OCCCCCCCCC)CCCO)=O